bis[2,6-difluoro-3-(1H-pyrrol-1-yl)phenyl]titanium(IV) FC1=C(C(=CC=C1N1C=CC=C1)F)[Ti+2]C1=C(C(=CC=C1F)N1C=CC=C1)F